ClC1=CC(=C(N=N1)C(=O)NC([2H])([2H])[2H])NC1=C(C(=CC=C1)C=1N=CN(C1C#N)C)OC 6-chloro-4-((3-(5-cyano-1-methyl-1H-imidazol-4-yl)-2-methoxyphenyl)amino)-N-(methyl-d3)pyridazine-3-carboxamide